5-hydroxy-6-((S)-5H-imidazo[5,1-a]isoindol-5-yl)-5,6,7,8-tetrahydronaphthalene-2-sulfonamide OC1C=2C=CC(=CC2CCC1[C@@H]1N2C(C3=CC=CC=C13)=CN=C2)S(=O)(=O)N